C(C)(C)(C)OC(=O)N1C[C@H](C([C@H](C1)C)(F)F)CCCOC1=C2N(C(C(NC2=CC(=C1)N)=O)=O)C (3R,5S)-3-(3-((7-amino-4-methyl-2,3-dioxo-1,2,3,4-tetrahydroquinoxalin-5-yl)oxy)propyl)-4,4-difluoro-5-methylpiperidine-1-carboxylic acid tert-butyl ester